2-(3-hydroxyoxetan-3-yl)-1,3-thiazole-5-sulfonyl chloride OC1(COC1)C=1SC(=CN1)S(=O)(=O)Cl